tert-butyl 5-(4,4,5,5-tetramethyl-1,3,2-dioxaborolan-2-yl)-1H-pyrazole-1-carboxylate CC1(OB(OC1(C)C)C1=CC=NN1C(=O)OC(C)(C)C)C